5-[methoxy[4-(trifluoromethoxy)phenyl]methyl]-7-methyl[1,2,4]triazolo[1,5-a]pyridine COC(C1=CC(=CC=2N1N=CN2)C)C2=CC=C(C=C2)OC(F)(F)F